C(C)S(=O)(=O)C1=CC(=C(C=C1)[N+](=O)[O-])C 4-ethylsulfonyl-2-methyl-1-nitro-benzene